OC1=C(C=C(C=C1C(C)(C)C)C)N1N=C2C(N1)=CC=C(C2=O)C2=C(C=C(C=C2)C)C 2-(2-hydroxy-3-tert-butyl-5-methylphenyl)-5-(2,4-dimethylphenyl)-2H-benzotriazol-4-one